CN(C)CC1=CC=C(C=C1)NC(=O)N1C=NC=C1 N-(4-((dimethylamino)methyl)phenyl)-1H-imidazole-1-carboxamide